6-(1-(1-(4-(4,4,5,5-Tetramethyl-1,3,2-dioxaborolan-2-yl)phenyl)ethyl)-1H-indazole-7-carboxamido)spiro[3.3]heptane-2-carboxylic acid CC1(OB(OC1(C)C)C1=CC=C(C=C1)C(C)N1N=CC2=CC=CC(=C12)C(=O)NC1CC2(CC(C2)C(=O)O)C1)C